N1(CCCC1)C1=NC(=CC(=N1)N)N Pyrrolidinyl-diaminopyrimidine